(S)-3-(3-(((R)-4-Ethyl-1,1-dioxido-3,4-dihydro-2H-pyrido[2,3-b][1,4,5]oxathiazepin-2-yl)methyl)-4-methylphenyl)-3-(3-methyl-[1,2,4]triazolo[4,3-a]pyridin-7-yl)propanoic acid C(C)[C@@H]1CN(S(C2=C(O1)N=CC=C2)(=O)=O)CC=2C=C(C=CC2C)[C@H](CC(=O)O)C2=CC=1N(C=C2)C(=NN1)C